BrC1=CC=C(C=C1)C=1N=C(SC1)N 4-(4-bromophenyl)thiazol-2-amine